3-Methyl-6-((6-methylbenzo[d][1,3]dioxol-5-yl)amino)-1-(tetrahydro-2H-pyran-4-yl)-1,3-dihydro-2H-imidazo[4,5-c]pyridin-2-one CN1C(N(C2=C1C=NC(=C2)NC2=CC1=C(OCO1)C=C2C)C2CCOCC2)=O